CC=1C=C2C(=CC1)NC1=C2CCN2CCCC[C@H]12 (R)-9-methyl-1,2,3,4,6,7,12,12b-octahydroindolo[2,3-a]quinolizine